C(C)(C)(C)OC(=O)N1CC2(C1)OCCN(C2(C)C)C2=NC(=NC=C2)C2=CN=C1N2C=C(C=C1)C(F)(F)F 9,9-dimethyl-8-(2-(6-(trifluoromethyl)imidazo[1,2-a]pyridin-3-yl)pyrimidin-4-yl)-5-oxa-2,8-diazaspiro[3.5]nonane-2-carboxylic acid tert-butyl ester